vinylimidazole trichloride [Cl-].[Cl-].[Cl-].C(=C)C=1NC=CN1